3-((3-bromophenoxy)phenyl)-4-(t-butyl)pyridine BrC=1C=C(OC2=C(C=CC=C2)C=2C=NC=CC2C(C)(C)C)C=CC1